C(C)C1=C(C=2C(=NC=CC2)N1C)C(=O)C1=CC=C(C=C1)O (2-ethyl-1-methyl-1H-pyrrolo[2,3-b]pyridin-3-yl)(4-hydroxyphenyl)methanone